dimethyl-pyrimidyl-amine CN(C1=NC=CC=N1)C